[Au].[Pb]=S.[Bi] Bismuth lead sulfide gold